FC(OC=1C=CC(=NC1)N1CC[C@@H]2CN(CC[C@@H]21)C=2C1=C(N(C(C2C#N)=O)C)SC(=N1)C)(F)F 7-[(3ar,7as)-1-[5-(trifluoromethoxy)pyridin-2-yl]-octahydro-1H-pyrrolo[3,2-c]pyridin-5-yl]-2,4-dimethyl-5-oxo-4H,5H-[1,3]thiazolo[5,4-b]pyridin-6-carbonitrile